O.S(=O)(=O)([O-])[O-].[Co+2] cobalt(II) sulfate hydrate